ClC=1C(=C(OC2=C(C=NC=N2)F)C=CC1)C 6-(3-chloro-2-methylphenoxy)-5-fluoro-pyrimidin